iron (II) bis(sec-butylethylphosphinate) C(C)(CC)P([O-])(=O)CC.C(C)(CC)P([O-])(=O)CC.[Fe+2]